Methyl 2-(4-(5-amino-4-cyano-1-(1-methylcyclopropyl)-1H-pyrazol-3-yl)-3-fluorophenyl)acetate NC1=C(C(=NN1C1(CC1)C)C1=C(C=C(C=C1)CC(=O)OC)F)C#N